Methyl 6-methyl-1,2,3,4-tetrahydroquinoline-7-carboxylate CC=1C=C2CCCNC2=CC1C(=O)OC